N4-(sec-Butyl)-N2-(2-(1-(cyclopropylsulfonyl)-1H-pyrazol-4-yl)pyrimidin-4-yl)-5-((1-methyl-1H-pyrazol-4-yl)ethynyl)pyridine-2,4-diamine C(C)(CC)NC1=CC(=NC=C1C#CC=1C=NN(C1)C)NC1=NC(=NC=C1)C=1C=NN(C1)S(=O)(=O)C1CC1